C(C)(C)(C)OC(=O)N1CCC(C1)(C1=CC=CC=C1)O 4-hydroxy-4-phenylpyrrolidine-1-carboxylic acid tert-butyl ester